(S)-7-amino-6-(3-hydroxy-2,6-dimethylphenyl)-2,4-dimethylthieno[3,2-d]pyrrolo[2,3-b]pyridine-8-carboxamide NC1=C(C2=C3C(N(C=C2S1C1=C(C(=CC=C1C)O)C)C)=NC(=C3)C)C(=O)N